oxo-2',3'-dihydrospiro[cyclobutane-1,1'-pyrrolo[2,3-c]quinolin] O=C1C2(C3=C(C=NC=4C=CC=CC34)N1)CCC2